phenylbis[(trifluoromethyl)sulfonyl]amine C1(=CC=CC=C1)N(S(=O)(=O)C(F)(F)F)S(=O)(=O)C(F)(F)F